C(CC(=O)OCC=CF)(=O)OCC=CF.[Li] lithium bis(fluoroallyl) malonate